N-(5-((cis)-3-hydroxycyclopentyl)thiazol-2-yl)-2-(3-methylisoxazol-5-yl)acetamide O[C@H]1C[C@H](CC1)C1=CN=C(S1)NC(CC1=CC(=NO1)C)=O